C1=CC(=CC=C1NC(=S)N)F N-(4-fluorophenyl)thiourea